2-((hydroxy((R)-2-(((5Z,8Z,11Z,14Z)-icosa-5,8,11,14-tetraenoyl)oxy)-3-(((E)-octadec-2-en-1-yl)oxy)propoxy)phosphoryl)oxy)ethane OP(=O)(OC[C@@H](COC\C=C\CCCCCCCCCCCCCCC)OC(CCC\C=C/C\C=C/C\C=C/C\C=C/CCCCC)=O)OCC